OC1=C(C=C(C=C1)NC(C1=CC=C(C=C1)C=1C=C2C=NN(C2=CC1)C)=O)NS(=O)(=O)C N-(4-hydroxy-3-(methylsulfonylamino)phenyl)-4-(1-methyl-1H-indazol-5-yl)benzamide